6-(4-((5-cyclopropyl-3-(2-(trifluoromethoxy)phenyl)isoxazol-4-yl)methoxy)-3,3-difluoropiperidin-1-yl)nicotinonitrile C1(CC1)C1=C(C(=NO1)C1=C(C=CC=C1)OC(F)(F)F)COC1C(CN(CC1)C1=NC=C(C#N)C=C1)(F)F